N[C@H](C1=CC=2N(N=C1)C=C(N2)[C@H](C2CCC(CC2)(F)F)NC(OC(C)(C)C)=O)C2(CC2)C#N |o1:1| tert-butyl ((S)-(7-((R*)-amino(1-cyanocyclopropyl)methyl)imidazo[1,2-b]pyridazin-2-yl)(4,4-difluorocyclohexyl)methyl)carbamate